C(C=C)(=O)OC(COC(C=C)=O)C1=CC=CC=C1 1-phenylethane-1,2-diyl diacrylate